CC1(C2C(N(C(C12)=O)CC1=CC2=NC=CC(=C2S1)C1=C(C(=NC(=C1)C(F)(F)F)C)NC(CNC)=O)=O)C N-(4-(2-((6,6-dimethyl-2,4-dioxo-3-azabicyclo[3.1.0]hexan-3-yl)methyl)thieno[3,2-b]pyridin-7-yl)-2-methyl-6-(trifluoromethyl)pyridin-3-yl)-2-(methylamino)acetamide